N-(2-fluorophenyl)-7-(6-morpholinopyridin-3-yl)quinazolin-4-amine FC1=C(C=CC=C1)NC1=NC=NC2=CC(=CC=C12)C=1C=NC(=CC1)N1CCOCC1